((benzyloxy)carbonyl)-7-formylspiro[isochromane-1,4'-piperidine]-6-carboxylic acid C(C1=CC=CC=C1)OC(=O)N1CCC2(CC1)OCCC1=CC(=C(C=C12)C=O)C(=O)O